O=C1N(CCC12CNC1=C(N2)N=C(C=C1)C(F)(F)F)C#N oxo-6-(trifluoromethyl)-1,4-dihydro-2H-spiro[pyrido[2,3-b]pyrazine-3,3'-pyrrolidine]-1'-carbonitrile